(5Z)-5-(4-methylsulfonylbenzylidene)-4-(4-(methylsulfonyl)phenyl)-3-phenylfuran-2(5H)-one CS(=O)(=O)C1=CC=C(\C=C/2\C(=C(C(O2)=O)C2=CC=CC=C2)C2=CC=C(C=C2)S(=O)(=O)C)C=C1